(S)-4-azido-7-bromo-5-fluoroisochromane N(=[N+]=[N-])[C@@H]1COCC2=CC(=CC(=C12)F)Br